CN1C(SCC1=O)=S 3-Methylrhodanine